ClC1=C2N=CN(C2=NC=N1)C(CCO)CCCC 3-(6-Chloro-9H-purin-9-yl)heptan-1-ol